ClC=1C(=NC(=NC1)NC[C@@H]1CNCC1)C1=CC=C(C#N)C=C1 4-(5-chloro-2-{[(3S)-pyrrolidin-3-ylmethyl]amino}pyrimidin-4-yl)benzonitrile